n-octadecyl (3-[3,5-di-tert-butyl-4-hydroxyphenyl]propionate) C(C)(C)(C)C=1C=C(C=C(C1O)C(C)(C)C)CCC(=O)OCCCCCCCCCCCCCCCCCC